N1N=CC2=CC=CC=C12 (E)-1H-indazole